1,1-dimethylsilacyclooctane-4-amine C[Si]1(CCC(CCCC1)N)C